[Cl-].[Li+].[Mg+2].[Cl-].[Cl-] magnesium lithium chloride salt